CSC(CCCCC)(CCCCCCCC)S(=O)C methyl(6-(methylsulfinyl)tetradecan-6-yl)sulfane